C(CCCCCCCCCCCCCCCCC)(=O)C(C(C)C(CCCCCCCCCCCCCCCCC)=O)C(O)C(O)CO 1,2-distearoyl-propyl-rac-glycerol